2-(7-amino-3-iminio-5,5-dimethyl-3,5-dihydrodibenzo[b,e]silin-10-yl)benzoate NC1=CC2=C(C(=C3C([Si]2(C)C)=CC(C=C3)=[NH2+])C3=C(C(=O)[O-])C=CC=C3)C=C1